C1=C(C=CC2=CC=CC=C12)OCCCCCO 5-(naphthalen-2-yloxy)pentan-1-ol